2-((7S,8S)-18-ethyl-7-(3-methoxy-3-oxopropyl)-3-(methoxycarbonyl)-2,8,12,17-tetramethyl-13-vinyl-7H,8H-porphyrin-5-yl)acetic acid C(C)C1=C(C=2C=C3C(=C(C(=CC=4[C@H]([C@@H](C(=C(C5=C(C(=C(N5)C=C1N2)C)C(=O)OC)CC(=O)O)N4)CCC(=O)OC)C)N3)C)C=C)C